(2R,6R)-N-({2-benzyl-2-azaspiro[3.3]heptan-6-yl}methyl)-2,6-dimethyl-4-[5-(trifluoromethyl)pyrimidin-2-yl]piperazine-1-carboxamide C(C1=CC=CC=C1)N1CC2(C1)CC(C2)CNC(=O)N2[C@@H](CN(C[C@H]2C)C2=NC=C(C=N2)C(F)(F)F)C